tert-Butyl 4-((8-amino-1-bromoimidazo[1,5-a]pyrazin-3-yl)methyl)piperazine-1-carboxylate NC=1C=2N(C=CN1)C(=NC2Br)CN2CCN(CC2)C(=O)OC(C)(C)C